2-chloro-3-fluoro-5-(1-tetrahydropyran-2-ylpyrazole-4-yl)pyridine ClC1=NC=C(C=C1F)C=1C=NN(C1)C1OCCCC1